C(C)(C)(C)C1=C(OCC(=O)NC2=CC=CC=C2)C=CC=C1 2-(2-(tert-butyl)phenoxy)-N-phenylacetamide